(4-methoxybenzyl)-5,6-dihydropyridin-2(1H)-one COC1=CC=C(CN2C(C=CCC2)=O)C=C1